2-chloro-3-(3,5-dimethoxyphenoxy)pyrazine ClC1=NC=CN=C1OC1=CC(=CC(=C1)OC)OC